NC1(C(C(=O)OC)C=C(C=C1)C(F)(F)F)F methyl 2-amino-2-fluoro-5-(tri-fluoromethyl)-benzoate